C(CCCCCCCCCCCCCCCCC)(=O)OCC(COC(NC1CN(C1)CC(CF)CF)=O)OC(CCCCCCCCCCCCCCCCC)=O 3-(((1-(3-fluoro-2-(fluoromethyl)propyl)azetidin-3-yl)carbamoyl)oxy)propane-1,2-diyl distearate